N(=C=O)CC(CCCCCCCCCC)N=C=O 1,2-diisocyanatododecane